2-(6-amino-5-((1R,4R)-5-(pyridin-2-yl)-2,5-diazabicyclo[2.2.1]heptan-2-yl)pyridazin-3-yl)phenol NC1=C(C=C(N=N1)C1=C(C=CC=C1)O)N1[C@H]2CN([C@@H](C1)C2)C2=NC=CC=C2